2-(6-((2S,5R)-2,5-dimethyl-4-(1-(3-methyl-4-oxo-3,4-dihydro-2H-benzo[e][1,3]oxazin-6-yl)ethyl)piperazin-1-yl)-9-ethyl-3-methyl-2-oxo-3,9-dihydro-2H-purin-8-yl)acetonitrile C[C@@H]1N(C[C@H](N(C1)C(C)C=1C=CC2=C(C(N(CO2)C)=O)C1)C)C=1C=2N=C(N(C2N(C(N1)=O)C)CC)CC#N